CC1(COCCC1NC(=O)C1=CC(=CC=2OCOC21)CC2=CC=C(C=C2)N2N=CC=C2)C N-(3,3-dimethyltetrahydropyran-4-yl)-6-[(4-pyrazol-1-ylphenyl)methyl]-1,3-benzodioxole-4-carboxamide